OC1=C(C(=O)O)C=C(C=C1)NCCC1=CC=CC=C1 2-hydroxy-5-phenethylamino-benzoic acid